2-((tert-butyldiphenylsilyl)oxy)ethane-1-amine [Si](C1=CC=CC=C1)(C1=CC=CC=C1)(C(C)(C)C)OCCN